ClC=1C(=C(C=CC1)NC1=NC=NC2=CC(=C(C=C12)N)C#CC1(CCN(CC1)C)C)F N4-(3-chloro-2-fluorophenyl)-7-((1,4-dimethylpiperidin-4-yl)ethynyl)quinazoline-4,6-diamine